C1(=CC=CC=C1)C1=CN=C(S1)N1[C@H]2[C@@H](CC1)CN(C2)C#N (3aS,6aS)-1-(5-phenylthiazol-2-yl)hexahydropyrrolo[3,4-b]pyrrole-5(1H)-carbonitrile